dioctyltin dipropionate C(CC)(=O)[O-].C(CC)(=O)[O-].C(CCCCCCC)[Sn+2]CCCCCCCC